C(CCCCCCCCCCC)OC(C=C)=O dodecylacrylate